Cl.CC1=C(C2=C(S1)CC(CC2)N)C 2,3-dimethyl-4,5,6,7-tetrahydrobenzo[b]thiophen-6-amine hydrochloride